3,3'-((2,7-bis(4-aminophenyl)-9,10-dihydrophenanthrene-9,10-diyl)bis(oxy))bis(N-(2,5,8,11,14,17,20,23,26,29,32-undecaoxatetratriacontan-34-yl)propane-1-sulfonamide) NC1=CC=C(C=C1)C1=CC=2C(C(C3=CC(=CC=C3C2C=C1)C1=CC=C(C=C1)N)OCCCS(=O)(=O)NCCOCCOCCOCCOCCOCCOCCOCCOCCOCCOCCOC)OCCCS(=O)(=O)NCCOCCOCCOCCOCCOCCOCCOCCOCCOCCOCCOC